[Si](C)(C)(C(C)(C)C)O[C@@H](C(=O)OCC1=CC=CC=C1)CC1=CC=C(C=C1)C=1CCOCC1 Benzyl (2R)-2-[(tert-butyldimethylsilyl)oxy]-3-[4-(3,6-dihydro-2H-pyran-4-yl)phenyl]propanoate